C(C1=CC=CC=C1)ON(C(N[C@H](C(=O)OCC1=CC=CC=C1)CCC(=O)OCC1=CC=CC=C1)=O)CCCC1=CC=CC=C1 (S)-Dibenzyl 2-(3-(benzyloxy)-3-(3-phenylpropyl)ureido)pentanedioate